N-((R*)-(2-((S)-amino(4,4-difluorocyclohexyl)methyl)imidazo[1,2-b]pyridazin-7-yl)(1-cyanocyclopropyl)methyl)-2-(1-(trifluoromethyl)cyclopropyl)acetamide N[C@H](C=1N=C2N(N=CC(=C2)[C@@H](NC(CC2(CC2)C(F)(F)F)=O)C2(CC2)C#N)C1)C1CCC(CC1)(F)F |o1:10|